FC=1C(=C(C=O)C=C(C1OC)F)OC 3,5-difluoro-2,4-dimethoxybenzaldehyde